COC(=O)C=1SC=C(C1N)Br 3-Amino-4-bromothiophene-2-carboxylic acid methyl ester